6'-methoxy-6-methyl-[2,3'-bipyridin] COC1=CC=C(C=N1)C1=NC(=CC=C1)C